Cl(=O)(=O)(=O)[O-].C(C)[N+]1=C(C=CC=C1)C=CC=CC1=CC=C(C=C1)N(C)C 1-ethyl-2-(4-(p-dimethylaminophenyl)-1,3-butadienyl)-pyridinium perchlorate